5-(4-chloro-2-ethylphenyl)-1-isopropyl-3,3,7-trimethyloctahydrobenzo[c]isoxazole ClC1=CC(=C(C=C1)C1CC2C(N(OC2(C)C)C(C)C)C(C1)C)CC